(S)-3-Fluoro-9-(2-hydroxyethyl)-2-((R)-3-methylmorpholin-4-yl)-8-trifluoromethyl-6,7,8,9-tetrahydro-pyrimido[1,2-a]-pyrimidin-4-one FC1=C(N=C2N(C1=O)CC[C@H](N2CCO)C(F)(F)F)N2[C@@H](COCC2)C